C(OC(CC)(C)C)([O-])=O methyl-t-Butyl carbonate